5-hexyl-4-methyloxolan-2-one C(CCCCC)C1C(CC(O1)=O)C